5-(methoxycarbonyl)-2-methylphenylboronic acid COC(=O)C=1C=CC(=C(C1)B(O)O)C